C(CCC)N(S(=O)(=O)CCCCCCCCCN(CCCCNC(OC(C)(C)C)=O)CCCCCCCCCS(N(CCCC)CCCCCC)(=O)=O)CCCCCC tert-butyl (4-(bis(9-(N-butyl-N-hexylsulfamoyl)nonyl)amino)butyl)carbamate